1,3,5-benzenetricarboxylic acid, acetate salt C(C)(=O)O.C1(=CC(=CC(=C1)C(=O)O)C(=O)O)C(=O)O